N1=NC(=CC=C1)C1=CC=C(C(=O)N)C=C1 4-(pyridazin-3-yl)benzamide